(S)-1-(2-(3-Methylmorpholino)pyrimidin-5-yl)ethan-1-one C[C@H]1COCCN1C1=NC=C(C=N1)C(C)=O